2-bromo-5,6,7,8-tetrahydronaphthalen-1-ol BrC1=C(C=2CCCCC2C=C1)O